O1CCN(CC1)C(=O)C12CC(C1)(C2)C2=CC=C(C=C2)N2C[C@@H](CC2)OC=2C(=NC=1N(C2C)N=C(N1)C)C (R)-morpholino(3-(4-(3-((2,5,7-trimethyl-[1,2,4]triazolo[1,5-a]pyrimidin-6-yl)oxy)pyrrolidin-1-yl)phenyl)bicyclo[1.1.1]pentan-1-yl)methanone